tetraethyl-2-ethylcycloheptane C(C)C1C(C(CCCC1)(CC)CC)(CC)CC